C(CC)C(COC(CCCCC(=O)OCC(CCCCC)CCC)=O)CCCCC di-(2-propylheptyl)adipate